2-(methyl-(phenyl)amino)-3,5-dihydro-4H-imidazol-4-one CN(C1=NCC(N1)=O)C1=CC=CC=C1